ClC=1C=CC2=C(N=C(O2)C2CC3(CC(C3)NC(=O)C3=CC(=NC=C3)C(=O)N)C2)C1 N4-[6-(5-chloro-1,3-benzoxazol-2-yl)spiro[3.3]heptan-2-yl]pyridine-2,4-dicarboxylic acid diamide